C1(CCCCC1)C=O (cyclohexyl)methanone